CO[C@H]1CC[C@H](CC1)N1C2=NC(=NC=C2N(C1=O)C)NC=1C(=CC2=C(CCO2)C1)C 9-(cis-4-methoxycyclohexyl)-7-methyl-2-((6-methyl-2,3-dihydrobenzofuran-5-yl)amino)-7,9-dihydro-8H-purin-8-one